NC=1N=C(SC1C(=O)C1=CC(=NO1)C(=O)NC1CCCC1)N(C1=CC(=C(C=C1)F)F)[C@@H](C(=O)N)C (R)-5-[4-amino-2-(N-(2-amino-1-methyl-2-oxoethyl)-3,4-difluoro-anilino)thiazole-5-carbonyl]-N-cyclopentyl-isoxazole-3-carboxamide